3-[[4-hydroxy-1-[(3R,4R)-1-[(2-methoxypyrimidin-4-yl)methyl]-3-phenyl-piperidine-4-carbonyl]-4-piperidinyl]methyl]-7-phenyl-thieno[3,4-d]pyrimidin-4-one OC1(CCN(CC1)C(=O)[C@H]1[C@@H](CN(CC1)CC1=NC(=NC=C1)OC)C1=CC=CC=C1)CN1C=NC=2C(C1=O)=CSC2C2=CC=CC=C2